(2s,3R,5R)-3-((e)-(2-(2-bromo-3,4-dihydroxybenzoyl)hydrazono)methyl)-3-methyl-7-oxo-4-thia-1-azabicyclo[3.2.0]heptane-2-carboxylic acid 4,4-dioxide BrC1=C(C(=O)N\N=C\[C@]2([C@@H](N3C(C[C@H]3S2(=O)=O)=O)C(=O)O)C)C=CC(=C1O)O